NCC#CC=1NC(=CN1)C#CCNC(C[C@H]1C=2N(C3=C(C(=N1)C1=CC=C(C=C1)Cl)C(=C(S3)C)C)C(=NN2)C)=O (S)-N-(3-(2-(3-aminoprop-1-yn-1-yl)-1H-imidazol-5-yl)prop-2-yn-1-yl)-2-(4-(4-chlorophenyl)-2,3,9-trimethyl-6H-thieno[3,2-f][1,2,4]triazolo[4,3-a][1,4]diazepin-6-yl)acetamide